tert-Butyl 5-((2R,3R,4R,5R)-3,4-bis(benzyloxy)-5-((benzyloxy)methyl)tetrahydrofuran-2-yl)isothiazole-3-carboxylate C(C1=CC=CC=C1)O[C@H]1[C@@H](O[C@@H]([C@H]1OCC1=CC=CC=C1)COCC1=CC=CC=C1)C1=CC(=NS1)C(=O)OC(C)(C)C